Cl.FC=1C=C(C#N)C=CC1N1CCNCC1 3-fluoro-4-(piperazin-1-yl)benzonitrile hydrochloride